OC(C)(C=1C=NC(=CC1)C(F)(F)F)C=1C(=C(N(C1)S(=O)(=O)C1=CC=C(C=C1)C)C(=O)OCC)C ethyl 4-(1-hydroxy-1-(6-(trifluoromethyl)pyridin-3-yl)ethyl)-3-methyl-1-(4-methylbenzenesulfonyl)-1H-pyrrole-2-carboxylate